(1R,4R)-4-((5-amino-8-(cyclopropylethynyl)pyrido[4,3-d]pyrimidin-2-yl)amino)cyclohexane NC1=NC=C(C=2N=C(N=CC21)NC2CCCCC2)C#CC2CC2